[N+](=O)([O-])C1=C(OCCOCCO)C=CC=C1 2-[2-(2-Nitro-phenoxy)-ethoxy]-ethanol